9-((5-methoxy-7-methyl-1H-indol-4-yl)methyl)-1-oxa-9-azaspiro[5.5]undecan COC=1C(=C2C=CNC2=C(C1)C)CN1CCC2(CCCCO2)CC1